FC(N1C=2C=3C=CC=C([C@H](CC(C[C@H](C(NC2C=N1)=O)C)F)NC(OC(C)(C)C)=O)C3)F tert-butyl N-[(9R,13S)-3-(difluoromethyl)-11-fluoro-9-methyl-8-oxo-3,4,7-triazatricyclo[12.3.1.02,6]octadeca-1(18),2(6),4,14,16-pentaen-13-yl]carbamate